tert-butyl (1-(5-(2-(2,6-dimethylpyridin-4-yl)-3-methyl-1H-indol-6-yl)picolinoyl)piperidin-4-yl)carbamate CC1=NC(=CC(=C1)C=1NC2=CC(=CC=C2C1C)C=1C=CC(=NC1)C(=O)N1CCC(CC1)NC(OC(C)(C)C)=O)C